1,2,3-trichloro-4,6-dinitrobenzene ClC1=C(C(=C(C=C1[N+](=O)[O-])[N+](=O)[O-])Cl)Cl